4-Oxo-2-(pyridin-4-yl)-3,4-dihydrothieno[3,2-d]pyrimidine-7-carboxylic acid O=C1C2=C(N=C(N1)C1=CC=NC=C1)C(=CS2)C(=O)O